methyl 3-(2-methoxybenzoyl)-2-(2-bromoacetamido)-4h,5h,6h-cyclopenta[b]thiophene-5-carboxylate COC1=C(C(=O)C=2C3=C(SC2NC(CBr)=O)CC(C3)C(=O)OC)C=CC=C1